C(C)OC(=O)C=1C=C2C=CC=NC2=C(N1)N1CCCC2=CC(=C(C=C12)C(F)F)C=1CCN(CC1)C 8-[7-difluoromethyl-6-(1-methyl-1,2,3,6-tetrahydropyridin-4-yl)-3,4-dihydro-2H-quinolin-1-yl]-[1,7]Naphthyridine-6-carboxylic acid ethyl ester